1-(3-ethoxy-4-hydroxyphenyl)-2-(methylsulfonyl)ethanone C(C)OC=1C=C(C=CC1O)C(CS(=O)(=O)C)=O